3,4,5,6-tetrafluorobenzoyl chloride FC=1C=C(C(=O)Cl)C(=C(C1F)F)F